hydroxycyano-ammonium O[NH2+]C#N